CC1=CC=C(CN2N=C3N([C@H](C[C@H](C3)C(F)(F)F)C(=O)O)C2=O)C=C1 |r| (5RS,7RS)-2-(4-Methylbenzyl)-3-oxo-7-(trifluoromethyl)-2,3,5,6,7,8-hexahydro[1,2,4]triazolo[4,3-a]pyridine-5-carboxylic acid